3-(2,2-difluoroethoxy)-N-(4-(2,5-difluorophenyl)-2-(3-methyltetrahydro-2H-pyran-4-yl)pyridin-3-yl)isoxazole-5-carboxamide FC(COC1=NOC(=C1)C(=O)NC=1C(=NC=CC1C1=C(C=CC(=C1)F)F)C1C(COCC1)C)F